4-(isopropylamino)-3-nitrobenzoic acid C(C)(C)NC1=C(C=C(C(=O)O)C=C1)[N+](=O)[O-]